N-(2-hydroxy-2-methylpropyl)-4-((S)-2-methylpiperidine-1-carbonyl)-5-(4-(trifluoromethyl)-6-((1,1,1-trifluoropropan-2-yl)amino)pyridin-3-yl)thiazole-2-carboxamide OC(CNC(=O)C=1SC(=C(N1)C(=O)N1[C@H](CCCC1)C)C=1C=NC(=CC1C(F)(F)F)NC(C(F)(F)F)C)(C)C